O1CCN(CC1)C1=NC=C(C=N1)C1=CC(=CC2=C1OCO2)C(=O)N 7-(2-morpholinopyrimidin-5-yl)benzo[d][1,3]dioxole-5-carboxamide